N1CC(C1)CN1N=CC(=C1)S(=O)(=O)NC=1C=CC=C2C(=CNC12)Cl 1-(azetidin-3-ylmethyl)-N-(3-chloro-1H-indol-7-yl)pyrazole-4-sulfonamide